benzylamine hydroiodide salt I.C(C1=CC=CC=C1)N